germanium oxide titanium [Ti].[Ge]=O